(difluoro(2-(((3S,6S,9aS)-3-(3-(4-methylpyridin-3-yl)azetidine-1-carbonyl)-5-oxooctahydro-1H-pyrrolo[1,2-a]azepin-6-yl)carbamoyl)benzo[b]thiophen-5-yl)methyl)phosphonic acid FC(C1=CC2=C(SC(=C2)C(N[C@H]2CCC[C@@H]3N(C2=O)[C@@H](CC3)C(=O)N3CC(C3)C=3C=NC=CC3C)=O)C=C1)(F)P(O)(O)=O